ClC1=CC=C2C(=CC=NC2=C1)NC 7-Chloro-N-methylchinolin-4-amin